C(CCCCCCC)[SiH](C1=CC=CC=C1)CCCOC1=CC=CC=C1 n-octyl-(3-phenoxypropyl)phenylsilane